C(C)C1N(C(N(C1)C)=O)C ethyl-1,3-dimethyl-2-imidazolidinone